(2S)-N-ethyl-N-{2-[4-(6-fluoro-1,2-benzisoxazol-3-yl)piperidin-1-yl]ethyl}-2-hydroxypropionamide C(C)N(C([C@H](C)O)=O)CCN1CCC(CC1)C1=NOC2=C1C=CC(=C2)F